FC1=C2C(=NC(N(C2=CC=C1)C([2H])([2H])[2H])=O)N1CCOCC2=C1C=CC=C2C#CC21N(CC(C2)C1)C(=O)OC(C)(C)C tert-butyl 1-[2-[1-[5-fluoro-2-oxo-1-(trideuteriomethyl)quinazolin-4-yl]-3,5-dihydro-2H-4,1-benzoxazepin-6-yl]ethynyl]-2-azabicyclo[2.1.1]hexane-2-carboxylate